C(C(=C)C)(=O)OCCSCCSCCSCCSCCOC(C(=C)C)=O 1,2-bis(methacryloyloxyethyl-thioethyl)thioethane